Cyclopropanecarboxylic acid (4-methoxy-7-morpholin-4-yl-thiazolo[4,5-c]pyridin-2-yl)-amide COC1=NC=C(C2=C1N=C(S2)NC(=O)C2CC2)N2CCOCC2